2-(4-ethoxyphenyl)-3-(pyridin-4-yl)-4,5,6,7-tetrahydropyrazolo[1,5-a]pyrazine hydrochloride Cl.C(C)OC1=CC=C(C=C1)C1=NN2C(CNCC2)=C1C1=CC=NC=C1